(3aS,4S,5S,6aR)-2-((S)-2-(4-(benzyloxy)-3,5-difluorophenyl)-2-hydroxyethyl)-5-phenoxyhexahydrocyclopenta[c]pyrrole-3a,4(1H)-diol C(C1=CC=CC=C1)OC1=C(C=C(C=C1F)[C@@H](CN1C[C@@H]2[C@](C1)([C@H]([C@H](C2)OC2=CC=CC=C2)O)O)O)F